COC1=C2N=C(NC2=NC(=N1)NC1=NNC(=C1)C)C 6-methoxy-8-methyl-2-((5-methyl-1H-pyrazol-3-yl)amino)-9H-purine